N(=C=O)C=1C=C(C=CC1)N1CC(NCC1)=O 4-(3-isocyanatophenyl)piperazin-2-one